O1CCN(CC1)C=1C=CC2=C(NC(=N2)C2=NNC3=CC=C(C=C23)C(=O)NC[C@H]2CNCC2)C1 (R)-3-(6-morpholino-1H-benzo[d]imidazol-2-yl)-N-(pyrrolidin-3-ylmethyl)-1H-indazole-5-carboxamide